N1(CCNCCC1)C(=O)OC(C)(C)C tertbutyl 1,4-diazepane-1-carboxylate